3-(2-(isopropylsulfonyl)phenyl)-5-methyl-pyrazol-4-ol C(C)(C)S(=O)(=O)C1=C(C=CC=C1)C1=NNC(=C1O)C